benzyl (S)-4-(1-(6-(4-(4-methyl-1-(oxetan-3-yl)-1H-pyrazol-5-yl)piperidin-1-yl)-2-(trifluoromethyl)pyrimidin-4-yl)-6-oxa-1-azaspiro[3.3]heptan-3-yl)piperazine-1-carboxylate CC=1C=NN(C1C1CCN(CC1)C1=CC(=NC(=N1)C(F)(F)F)N1C[C@@H](C12COC2)N2CCN(CC2)C(=O)OCC2=CC=CC=C2)C2COC2